S1C2=C(C=C1)C=C(C=C2)C=2C=C1CCN(CC1=CC2)C(=O)NC2=CNC1=CC=C(C=C21)F 6-(benzo[b]thiophen-5-yl)-N-(5-fluoro-1H-indol-3-yl)-3,4-dihydroisoquinoline-2(1H)-Formamide